OC1(C=C(SC1)C=1SC=CC1C)C 4-hydroxy-4-methylthiophene-2-yl-3-methylthiophene